methyl 4-[5-(2-ethyl-5-fluoropyridin-4-yl)-1-{[2-(trimethylsilyl)ethoxy]methyl}pyrazole-3-carbonyl]-4-azaspiro[2.5]octane-7-carboxylate C(C)C1=NC=C(C(=C1)C1=CC(=NN1COCC[Si](C)(C)C)C(=O)N1C2(CC2)CC(CC1)C(=O)OC)F